ClC=1C=C(C2=C(N=C(O2)NC(=O)C23CC4(CC(CC(C2)C4)(C3)C)C)C1)Cl N-(5,7-dichloro-1,3-benzoxazol-2-yl)-3,5-dimethyladamantane-1-carboxamide